N-(4-amino-1H-pyrazolo[4,3-c]pyridin-7-yl)-2-oxo-2-[(2R,5S)-2-(4-fluorophenyl)-5-methyl-1-piperidyl]acetamide NC1=NC=C(C2=C1C=NN2)NC(C(N2[C@H](CC[C@@H](C2)C)C2=CC=C(C=C2)F)=O)=O